C(#N)C=1C=C(C(=O)O)C=CC1OCCOC 3-cyano-4-(2-methoxyethoxy)benzoic acid